3-sulphopropylmethacrylate S(=O)(=O)(O)CCCOC(C(=C)C)=O